C(C)(C)(C)C1=CC=C(C=C1)/C=C/C(=O)C=1C(=C2C=CC(OC2=CC1OC)(C)C)O (E)-3-(4-(tert-butyl)phenyl)-1-(5-hydroxy-7-methoxy-2,2-dimethyl-2H-chromen-6-yl)prop-2-en-1-one